CC1=CC=C(C[C@@H]2NCCC=3CCCCC23)C=C1 (S)-1-(4-methylbenzyl)-1,2,3,4,5,6,7,8-octahydroisoquinoline